N-(6-amino-5-methylpyridin-3-yl)-2-((2S,5R)-2-(3-chloro-4-fluorophenyl)-4-isobutyryl-5-methylpiperazin-1-yl)-2-oxoacetamide NC1=C(C=C(C=N1)NC(C(=O)N1[C@H](CN([C@@H](C1)C)C(C(C)C)=O)C1=CC(=C(C=C1)F)Cl)=O)C